(R)-2-(pyrrolidin-2-yl)ethan-1-ol hydrochloride Cl.N1[C@H](CCC1)CCO